rac-(2s,4r)-4-(2-ethoxy-2-oxoethyl)-2-phenylpiperidine-1-carboxylic acid tert-butyl ester C(C)(C)(C)OC(=O)N1[C@@H](C[C@@H](CC1)CC(=O)OCC)C1=CC=CC=C1 |r|